tert-butyl (7S)-7-{[(1S)-1-cyano-2-[4-(3-methyl-2-oxo-2,3-dihydro-1,3-benzoxazol-5-yl)phenyl]ethyl]carbamoyl}-1,6-dioxa-9-azaspiro[3.6]decane-9-carboxylate C(#N)[C@H](CC1=CC=C(C=C1)C=1C=CC2=C(N(C(O2)=O)C)C1)NC(=O)[C@H]1OCC2(CCO2)CN(C1)C(=O)OC(C)(C)C